dibenzothiophenyl-[phenyl-(biphenylyl)triazinyl]biphenyl C1(=CC=CC=2SC3=C(C21)C=CC=C3)C=3C(=C(C=CC3)C3=CC=CC=C3)C3=NN=NC(=C3C3=C(C=CC=C3)C3=CC=CC=C3)C3=CC=CC=C3